2-(2-chlorophenyl)-4-(methoxymethyl)benzenesulfonyl chloride ClC1=C(C=CC=C1)C1=C(C=CC(=C1)COC)S(=O)(=O)Cl